7-bromo-2-butyl-1-((tetrahydro-2H-pyran-4-yl)methyl)-1H-imidazo[4,5-d]thieno[3,2-b]pyridin-5-oxide BrC1=CC2=[N+](C=C3C(=C2S1)N(C(=N3)CCCC)CC3CCOCC3)[O-]